3,4-Diethoxycyclobut-3-ene C(C)OC=1CCC1OCC